BrC(C(Br)Br)Br 1,1,2,2-tetrabromoethane